OC1=C(C=CC(=C1)OCC=C(C)C)C(C=CC1=CC=C(C=C1)O)=O 1-[2-Hydroxy-4-(3-methylbut-2-enoxy)phenyl]-3-(4-hydroxyphenyl)prop-2-en-1-one